FC(C=1C=C(C=CC1)C(C)N1C=CC2=CC(=CC=C12)NC(C=C)=O)(F)F N-(1-(1-(3-(trifluoromethyl)-phenyl)ethyl)-1H-indol-5-yl)acrylamide